cis-7-(difluoromethoxy)-8-fluoro-1,2,3,4,4a,9b-hexahydrobenzofuro[3,2-b]pyridine FC(OC1=CC2=C(C=C1F)[C@@H]1NCCC[C@@H]1O2)F